bis{(2-hydroxyethoxy)phenyl}butane OCCOC1=C(C=CC=C1)C(C(C)C1=C(C=CC=C1)OCCO)C